2-chloro-N4-(2-(dimethylamino)ethyl)-N4-methyl-5-nitrobenzene-1,4-diamine ClC1=C(C=C(C(=C1)N(C)CCN(C)C)[N+](=O)[O-])N